C(C1=CC=CC=C1)(=O)O[C@@H]1[C@H](N(C[C@@H]([C@H]1OC(C1=CC=CC=C1)=O)OC(C1=CC=CC=C1)=O)CCC1=CC=CC=C1)C(F)F (2S,3R,4R,5S)-2-(difluoromethyl)-1-phenethylpiperidine-3,4,5-triyl tribenzoate